N1(N=CC=C1)C=1C=CC(N(N1)CC1CCN(CC1)C=1C=CC=2N(N1)C=NN2)=O 6-pyrazol-1-yl-2-[[1-([1,2,4]triazolo[4,3-b]pyridazin-6-yl)piperidin-4-yl]methyl]pyridazin-3-one